C1(CCCCC1)[C@@H](C=1N=C2N(N=CC(=C2)CNC(=O)[C@@H]2N(CCC[C@H]2C(F)(F)F)C(=O)OC(C)(C)C)C1)NC(=O)C1=CC=NN1C |o1:19,24| tert-Butyl (trans-2R*,3R*)-2-(((2-((S)-cyclohexyl(1-methyl-1H-pyrazole-5-carboxamido)methyl) imidazo[1,2-b]pyridazin-7-yl)methyl)carbamoyl)-3-(trifluoromethyl)piperidine-1-carboxylate